9,9-Bis(2-methoxycarbonylethyl)-2,7-di(2-naphthyl)fluorene COC(=O)CCC1(C2=CC(=CC=C2C=2C=CC(=CC12)C1=CC2=CC=CC=C2C=C1)C1=CC2=CC=CC=C2C=C1)CCC(=O)OC